N-cyclopropyl-2-hydroxy-6-methyl-benzamide C1(CC1)NC(C1=C(C=CC=C1C)O)=O